5-chloro-N-(2-((dimethyl(oxo)-λ6-sulfanylidene)amino)pyridin-4-yl)-2-(4-fluoro-2-methylphenoxy)-4-(trifluoromethyl)benzamide ClC=1C(=CC(=C(C(=O)NC2=CC(=NC=C2)N=S(=O)(C)C)C1)OC1=C(C=C(C=C1)F)C)C(F)(F)F